2-(pyrrolidin-1-yl)ethyl-1H-indole N1(CCCC1)CCN1C=CC2=CC=CC=C12